BrC=1C(=C(C(=NC1)Cl)C=O)N1CCC(CC1)NC(OC(C)(C)C)=O tert-butyl N-[1-(5-bromo-2-chloro-3-formylpyridin-4-yl)piperidin-4-yl]carbamate